ethyl 1-cyclobutyl-2-(3,3-dimethylbutanamido)-1H-benzo[d]imidazole-6-carboxylate C1(CCC1)N1C(=NC2=C1C=C(C=C2)C(=O)OCC)NC(CC(C)(C)C)=O